C1(=CC=CC=C1)N(C1=C(C=CC=C1)C(C)=O)C(C)=O N-phenyl-diacetylaniline